Br.C(CC)[NH2+]CC propylethylammonium hydrobromide